C(#N)C1=CC=C(C=C1)C(CC(=O)O)(C)O 3-(4-cyanophenyl)-3-hydroxybutanoic acid